CC=1C=C2C=3C=C(C=CC3N(C2=CC1)C1=CC=C(C=C1)C(F)(F)F)C(=O)N1CC(CC1)O 1-{6-methyl-9-[4-(trifluoro-methyl)phenyl]-9H-carbazole-3-carbonyl}pyrrolidin-3-ol